2-(phenylmethyloxy)-6-oxa-9-azaspiro[4.5]Decane C1(=CC=CC=C1)COC1CC2(CC1)OCCNC2